FC=1C(=NC(=NC1)N[C@H]1CNCC[C@@H]1F)C1=CN=C2N1N=C(C(=C2)OC)[C@@H]2C[C@H](C2)O trans-3-(3-(5-fluoro-2-(((3S,4S)-4-fluoropiperidin-3-yl)amino)pyrimidin-4-yl)-7-methoxyimidazo[1,2-b]pyridazin-6-yl)cyclobutan-1-ol